N-[(S)-1-(3,5-dimethoxyphenyl)ethyl]-8-cyclopropyl-4-[5-(hydroxymethyl)-1,4-diazepan-1-yl]-6-methyl-1,7-diaza-3-naphthamide COC=1C=C(C=C(C1)OC)[C@H](C)NC(=O)C=1C=NC2=C(N=C(C=C2C1N1CCNC(CC1)CO)C)C1CC1